(4S)-N-((3-chloro-4-fluorophenyl)(thiazolo[5,4-b]pyridin-2-yl)methyl)-2-oxo-imidazolidine-4-carboxamide ClC=1C=C(C=CC1F)C(NC(=O)[C@H]1NC(NC1)=O)C=1SC2=NC=CC=C2N1